tert-butyl (7-(isopropyl-carbamoyl)-4-(4-(trifluoromethyl) phenyl) naphthalen-1-yl)carbamate C(C)(C)NC(=O)C1=CC=C2C(=CC=C(C2=C1)NC(OC(C)(C)C)=O)C1=CC=C(C=C1)C(F)(F)F